Cl.C(C)OC([C@@H](NC(C1=CC=CC=C1)=O)CCCNC(N)=N)=O Nα-Benzoyl-L-arginine ethyl ester hydrochloride